C1(CC1)C1=CC(=C(C=C1)NC1=CC(=NC=C1C(=O)NOCC)NC1=NC(=NC=C1)OC)N(S(=O)(=O)C)C 4-((4-cyclopropyl-2-(N-methyl-methanesulfonamido)phenyl)-amino)-N-ethoxy-6-((2-meth-oxypyrimidin-4-yl)amino)-nicotinamide